ClC=1C=C(C=C(C1Cl)Cl)C1(CC=NO1)C(F)(F)F 5-(3,4,5-trichlorophenyl)-5-(trifluoromethyl)-4H-isoxazol